The molecule is an unsaturated fatty acyl-CoA that results from the formal condensation of the thiol group of coenzyme A with the carboxy group of (10Z,13Z,16Z,19Z)-docosatetraenoic acid. It is a long-chain fatty acyl-CoA and an unsaturated fatty acyl-CoA. It is a conjugate acid of a (10Z,13Z,16Z,19Z)-docosatetraenoyl-CoA(4-). CC/C=C\\C/C=C\\C/C=C\\C/C=C\\CCCCCCCCC(=O)SCCNC(=O)CCNC(=O)[C@@H](C(C)(C)COP(=O)(O)OP(=O)(O)OC[C@@H]1[C@H]([C@H]([C@@H](O1)N2C=NC3=C(N=CN=C32)N)O)OP(=O)(O)O)O